6-chloro-2-phenyl-2H-pyrazolo[4,3-c]pyridine ClC1=CC=2C(C=N1)=CN(N2)C2=CC=CC=C2